COC1=NC(=CC=C1NC(=O)C=1C(=NOC1C)C1=CC=CC=C1)C1=NC=CN=C1 N-(2-Methoxy-6-(pyrazin-2-yl)pyridin-3-yl)-5-methyl-3-phenylisoxazole-4-carboxamide